N(=[N+]=[N-])CCCCI 4-azido-1-iodobutane